tert-butyl (E)-3-(7-cyano-6-fluoronaphthalen-2-yl)but-2-enoate C(#N)C1=C(C=C2C=CC(=CC2=C1)/C(=C/C(=O)OC(C)(C)C)/C)F